Hexa-azatriphenylen N1=NN=NC=2C3=NN=CC=C3C3=CC=CC=C3C12